octanenyl-octadecyl-antimony C(=CCCCCCC)[Sb]CCCCCCCCCCCCCCCCCC